C(CCCCCCC)C(CCCCCCCC)OC(CCCCCCCOC(=O)[C@H]1N(CC(C1)O)CCCCCC(=O)OC(CCCCCC)CCCCCC)=O (2S)-1-[6-(1-hexylheptyloxy)-6-oxo-hexyl]-4-hydroxy-pyrrolidine-2-carboxylic acid [8-(1-octylnonyloxy)-8-oxo-octyl] ester